C1(=CC=C(C=C1)N(C1=CC=2C(C3=CC=CC=C3C2C=C1)(C1=CC=CC=C1)C1=CC=CC=C1)C1=CC=C(C(=C1)C1=CC=CC=C1)C1=CC(=CC=C1)C1=CC=CC=C1)C1=CC=CC=C1 (biphenyl-4-yl)-(1,1':2',1'':3'',1'''-quaterphenyl-5'-yl)-(9,9-diphenylfluoren-2-yl)amine